2-[(1-acetylpiperidin-4-yl)methyl]-8-(trifluoromethyl)-4,5-dihydro-2H-furo[2,3-g]indazole-7-carboxylic acid ethyl ester C(C)OC(=O)C1=C(C2=C(CCC3=CN(N=C23)CC2CCN(CC2)C(C)=O)O1)C(F)(F)F